tristearin dilaurate C(CCCCCCCCCCC)(=O)O.C(CCCCCCCCCCC)(=O)O.CCCCCCCCCCCCCCCCCC(OCC(OC(CCCCCCCCCCCCCCCCC)=O)COC(CCCCCCCCCCCCCCCCC)=O)=O